FC(C(\C=C\C1=CC=CC=C1)=O)(F)F (E)-trifluoro-4-phenylbut-3-en-2-one